C(CCC)S(=O)(=O)NC=1C=C(OC=2C=CC(=C(C2)NC(CCCN(C)C)=O)C)C=C(C1)C=1C(=NOC1C)C N-(5-(3-(butylsulfonamido)-5-(3,5-dimethylisoxazol-4-yl)phenoxy)-2-methylphenyl)-4-(dimethylamino)butanamide